bis(2,5-dioxopyrrolidin-1-yl) 4-((((9H-fluoren-9-yl)methoxy)carbonyl) amino)-4-(3-((2,5-dioxopyrrolidin-1-yl)oxy)-3-oxopropyl)heptanedioate C1=CC=CC=2C3=CC=CC=C3C(C12)COC(=O)NC(CCC(=O)ON1C(CCC1=O)=O)(CCC(=O)ON1C(CCC1=O)=O)CCC(=O)ON1C(CCC1=O)=O